((1r,4S)-4-(1,1-difluoro-3-methoxypropyl)-4-hydroxycyclohexyl)-4-(5-(5-fluoro-2-methoxypyridin-4-yl)-1H-pyrazole-3-carbonyl)-4-azaspiro[2.5]octane-7-carboxamide FC(CCOC)(F)C1(CCC(CC1)C1CC12N(CCC(C2)C(=O)N)C(=O)C2=NNC(=C2)C2=CC(=NC=C2F)OC)O